trans-difluorovinylene carbonate C1(OC(=C(F)O1)F)=O